ethyliminotris(di-Methylamino)Tantalum C(C)N=[Ta](N(C)C)(N(C)C)N(C)C